CC1=CNC2=NC=CC(=C21)C=2C(=NN1C2CNCC1)C1=CC(=CC=C1)C(F)(F)F 3-(3-methyl-1H-pyrrolo[2,3-b]pyridin-4-yl)-2-(3-(trifluoromethyl)phenyl)-4,5,6,7-tetrahydropyrazolo[1,5-a]pyrazine